C(C)(=O)O.C(C)(=O)O.C(CN)N Ethylenediamine diacetate